N1=C(C=CC=C1)C1=NC2=C(N1)C=CC=C2 2-(pyridyl)-1H-benzimidazole